4-normal nonylphenoxyheptaethylene glycol C(CCCCCCCC)C1=CC=C(OC(COCCOCCOCCOCCOCCOCCO)O)C=C1